(2S,4R)-1-[(2S)-2-(4-cyclopropyltriazol-1-yl)-3,3-dimethyl-butanoyl]-4-hydroxy-N-[[1-(4-methoxyphenyl)pyrazol-3-yl]methyl]pyrrolidine-2-carboxamide C1(CC1)C=1N=NN(C1)[C@H](C(=O)N1[C@@H](C[C@H](C1)O)C(=O)NCC1=NN(C=C1)C1=CC=C(C=C1)OC)C(C)(C)C